N-[4-[Chloro(difluoro)methoxy]phenyl]-5-methoxy-6-oxo-1-pyrimidin-5-yl-pyridine-3-carboxamide ClC(OC1=CC=C(C=C1)NC(=O)C1=CN(C(C(=C1)OC)=O)C=1C=NC=NC1)(F)F